2-chloro-4-((4-cyano-2-isopropoxyphenyl)amino)pyrimidine-5-carbonitrile ClC1=NC=C(C(=N1)NC1=C(C=C(C=C1)C#N)OC(C)C)C#N